(7S)-11-chloro-9-(2,6-difluorophenyl)-4,7-dimethyl-12-(trifluoromethyl)-2,5,8,13-tetraazatricyclo[8.4.0.02,6]tetradeca-1(10),3,5,8,11,13-hexa-ene ClC=1C=2C(=N[C@H](C3=NC(=CN3C2C=NC1C(F)(F)F)C)C)C1=C(C=CC=C1F)F